C(C)(C)(C)OC(=O)N1CC(N(CC1)[C@H](C(=O)OC)[C@H](CC)C)=O.C(C)(C)(C)OC(=O)N1CC(N(CC1)[C@H](C(=O)O)[C@H](CC)C)=O (2S,3S)-2-[4-(tert-butoxycarbonyl)-2-oxopiperazin-1-yl]-3-methylpentanoic acid tert-Butyl-4-[(2S,3S)-1-methoxy-3-methyl-1-oxopentan-2-yl]-3-oxopiperazine-1-carboxylate